NC1=C(C([C@H](C(=N1)N1CCC2(CC1)C(C1=CC=CC=C1C2)N)C)=O)SC2=CC(=NC=C2)C(F)F (S)-6-amino-2-(1-amino-1,3-dihydro-spiro[inden-2,4'-piperidin]-1'-yl)-5-((2-(difluoromethyl)pyridin-4-yl)thio)-3-methylpyridin-4(3H)-one